The molecule is a steroid alkaloid isolated from Wrightia javanica and has been shown to exhibit antineoplastic activity. It has a role as a metabolite and an antineoplastic agent. It is a steroid alkaloid, an organic heteropentacyclic compound, a primary amino compound and an organonitrogen heterocyclic compound. C[C@H]1[C@H]2CC[C@@H]3[C@@]2(CC[C@H]4[C@H]3CC[C@@H]5[C@@]4(CC[C@@H](C5)N)C)C=N1